methyl 1-(2-((tert-butoxycarbonyl) amino) ethyl)-3-nitro-1H-pyrazole-5-carboxylate C(C)(C)(C)OC(=O)NCCN1N=C(C=C1C(=O)OC)[N+](=O)[O-]